N-((2-(2-amino-2-(4,4-difluorocyclohexyl)acetamido)pyridin-4-yl)(cyclopropyl)methyl)-4,4,4-trifluorobutanamide NC(C(=O)NC1=NC=CC(=C1)C(NC(CCC(F)(F)F)=O)C1CC1)C1CCC(CC1)(F)F